4-Methoxy-L-tryptophan COC=1C=CC=C2NC=C(C[C@H](N)C(=O)O)C12